4-(3-bromo-6-chloro-2-fluorophenoxy)-2-fluoro-1-(4-fluorophenyl)butan-1-one BrC=1C(=C(OCCC(C(=O)C2=CC=C(C=C2)F)F)C(=CC1)Cl)F